Tert-butyl (2R,4S)-4-(5-amino-3-bromo-4-cyano-1H-pyrazol-1-yl)-2-(methoxymethyl)pyrrolidine-1-carboxylate NC1=C(C(=NN1[C@H]1C[C@@H](N(C1)C(=O)OC(C)(C)C)COC)Br)C#N